N-(3-(6-(2,6-dichloro-3,5-dimethoxyphenyl)-4,5,6,7-tetrahydro-1H-indazol-3-yl)-1H-pyrazol-4-yl)acrylamide ClC1=C(C(=C(C=C1OC)OC)Cl)C1CCC=2C(=NNC2C1)C1=NNC=C1NC(C=C)=O